(S)-3-(5-(5-chloropyridin-3-yl)-3-oxo-6,7-dihydro-3H-pyrrolo[2,1-c][1,2,4]triazol-2(5H)-yl)bicyclo[1.1.1]pentane-1-carbonitrile ClC=1C=C(C=NC1)[C@@H]1CCC2=NN(C(N21)=O)C21CC(C2)(C1)C#N